COC=1C=C(CN(C=2C=C(CN3C(CNC(C3)=O)=O)C=CC2)C2=CC=C(C=C2)N2CCOCC2)C=CC1 1-(3-((3-methoxybenzyl)(4-morpholinophenyl)amino)benzyl)piperazine-2,5-dione